OC1=C(C(N(C(=C1)C)C)=O)NC(N[C@@H](CC(=O)OCC)C=1C=C(C=C(C1)OC)C1=C(C=CC=C1C)C)=O ethyl (S)-3-(3-(4-hydroxy-1,6-dimethyl-2-oxo-1,2-dihydropyridin-3-yl)ureido)-3-(5-methoxy-2',6'-dimethylbiphenyl-3-yl)propanoate